C(C)(C)(C)C=1C(C(=CC(C1)=CC1=CC=C(C=C1)Cl)C(C)(C)C)=O 2,6-di-tert-butyl-4-(4-chlorophenyl)methylene-2,5-cyclohexadien-1-one